CC=1C(=C2C(=NC1C(F)(F)F)CCC2)NC(N)=O 3-(3-methyl-2-(trifluoromethyl)-6,7-dihydro-5H-cyclopenta[b]pyridin-4-yl)urea